ClC1=C(C=C2C(C(=CN(C2=N1)C1CC1)CN(CC1=CC(=NC=C1)C)[C@@H]1CN(CCC1)C=1C=NC(=CC1)C)=O)F 7-chloro-1-cyclopropyl-6-fluoro-3-({[(3S)-1-(6-methylpyridin-3-yl)piperidin-3-yl][(2-methyl-pyridin-4-yl)methyl]amino}methyl)-1,4-dihydro-1,8-naphthyridin-4-one